C(C)OS(=O)(=O)[O-].CN1C(=[N+](C=C1)C)C 1,2,3-trimethylimidazolium ethyl-sulfate